FC1=C(C(=CC(=C1)OCCN)F)N=NC1=C(C=C(C=C1F)OCCCC)F 2,6-difluoro-4-aminoethoxy-2',6'-difluoro-4'-butoxyazobenzene